CC=1SC(=CC1C(C(=O)C1=C(SC(=C1)C1=CC=CC=C1)C)=O)C1=CC=CC=C1 1,2-bis(2-methyl-5-phenylthiophene-3-yl)ethane-1,2-dione